CN(C1CCC2(CCN(CC2)C(CCC)=O)CC1)C=1C2=C(N=CN1)NC=C2 1-{9-[Methyl(7H-pyrrolo[2,3-d]pyrimidin-4-yl)amino]-3-azaspiro[5.5]undec-3-yl}butan-1-on